3-(3-Chloro-4-(9-((4-chloropyridin-2-yl)methyl)-6-(1-methylcyclopropoxy)-9H-purin-8-yl)phenoxy)-N,N-dimethylpropan-1-amine ClC=1C=C(OCCCN(C)C)C=CC1C=1N(C2=NC=NC(=C2N1)OC1(CC1)C)CC1=NC=CC(=C1)Cl